FC(C(=O)N1CC2=C(N=C(NC2=O)C2(CC2)C2=CC=CC=C2)CC1)(C1=CC=CC=C1)F 6-(2,2-difluoro-2-phenylacetyl)-2-(1-phenylcyclopropyl)-5,6,7,8-tetrahydropyrido[4,3-d]pyrimidin-4(3H)-one